3-[(6R,8aS)-2-[4-chloro-2-(trifluoromethyl)phenyl]-6-methyl-3-oxo-5,6,8,8a-tetrahydro-1H-imidazo[1,5-a]pyrazin-7-yl]-6-(2-ethoxyphenyl)pyridine-2-carbaldehyde ClC1=CC(=C(C=C1)N1C(N2[C@@H](CN([C@@H](C2)C)C=2C(=NC(=CC2)C2=C(C=CC=C2)OCC)C=O)C1)=O)C(F)(F)F